F[C@@H](C(=O)NC1=CC=C(C=C1)NCC1=CC=C(C=C1)O)[C@H](CCCCCCC)F (2S,3S)-2,3-difluoro-N-(4-((4-hydroxybenzyl)amino)phenyl)decanamide